N,N-Diethylaminopropylchlorid C(C)N(CC)CCCCl